ClC=1C=C(C=CC1)C1=NOC(=C1)NC(CCC(=O)N1C=2N(CCC1)N=C(C2)CC)=O N-(3-(3-chlorophenyl)isoxazol-5-yl)-4-(2-ethyl-6,7-dihydropyrazolo[1,5-a]pyrimidin-4(5H)-yl)-4-oxobutanamide